3-(5-chloro-6-oxo-1-(tetrahydro-2H-pyran-2-yl)-1,6-dihydropyridazin-4-yl)prop-2-yn-1-yl acetate C(C)(=O)OCC#CC=1C=NN(C(C1Cl)=O)C1OCCCC1